C(CCC(=O)O)(=O)O.OCCN1CCC(CC1)C1=CC=C(C=C1)C(=O)NC1=NC=CC(=C1)OC=1C=C2C=CN(C2=CC1OCCOC)C(=O)NC 5-({2-[({4-[1-(2-hydroxyethyl)piperidin-4-yl]phenyl}carbonyl)amino]pyridin-4-yl}oxy)-6-(2-methoxyethoxy)-N-methyl-1H-indole-1-carboxamide butanedioate